Cl.N[C@H]1C(N([C@H]([C@H](C1)C1=C(C(=CC=C1F)F)F)C)CC(F)(F)F)=O (3R,5R,6S)-3-Amino-6-methyl-1-(2,2,2-trifluoroethyl)-5-(2,3,6-trifluorophenyl)piperidin-2-one hydrochloride